(S)-1-(4-chlorobenzyl)-3-(ethoxymethyl)-3-phenethylpyrrolidine ClC1=CC=C(CN2C[C@@](CC2)(CCC2=CC=CC=C2)COCC)C=C1